ClC1=C(C(=O)NC2=C3C=NN(C3=CC=C2)C2=C(C=CC=C2)C)C=C(C=C1)CNC(=O)C1CC1 2-chloro-5-{[(cyclopropylcarbonyl)amino]methyl}-N-[1-(2-methylphenyl)-1H-indazol-4-yl]benzamide